N-methacryloyloxybutylacrylamide C(C(=C)C)(=O)OCCCCNC(C=C)=O